C(=O)O.CN1N=NC2=C1C=CC(=C2C)C(CC(=O)O)C2=CC(=C(C=C2)C)CN2C[C@H](OC1=C(C2)C=C(C=C1)F)CC 3-(1,4-Dimethyl-1H-benzo[d][1,2,3]triazol-5-yl)-3-(3-(((R)-2-ethyl-7-fluoro-2,3-dihydrobenzo[f][1,4]oxazepin-4(5H)-yl)methyl)-4-methylphenyl)propanoic acid, formic acid salt